NCCC1=CN(C(O1)=O)C1=NC2=C(OCC(N2)=O)N=C1 6-[5-(2-aminoethyl)-2-oxo-1,3-oxazol-3-yl]-4H-pyrazino[2,3-b][1,4]oxazin-3-one